2-bromo-thiazole-5-carboxylic acid (4-bromo-phenyl)-amide BrC1=CC=C(C=C1)NC(=O)C1=CN=C(S1)Br